(5-((1H-Imidazol-1-yl)methyl)isoindolin-2-yl)(2-(benzyloxy)-4-(difluoromethyl)-6-hydroxyphenyl)methanone N1(C=NC=C1)CC=1C=C2CN(CC2=CC1)C(=O)C1=C(C=C(C=C1O)C(F)F)OCC1=CC=CC=C1